(4-biphenylyl)-1,3,4-oxadiazole C1(=CC=C(C=C1)C=1OC=NN1)C1=CC=CC=C1